Boctyramine C(=O)(OC(C)(C)C)NCCC1=CC=C(C=C1)O